N-(2-((2R,3S)-1,2-dimethylpiperidin-3-yl)thieno[2,3-b]pyridin-4-yl)-4-fluorobenzo[d]thiazol-5-amine CN1[C@@H]([C@H](CCC1)C1=CC=2C(=NC=CC2NC=2C=CC3=C(N=CS3)C2F)S1)C